(2E)-3-((3aS,4R,5R,6S,6aR)-6-methyl-2-oxo-5-phenylhexahydro-2H-cyclopenta[b]furan-4-yl)-2-propenoic acid ethyl ester C(C)OC(\C=C\[C@@H]1[C@H]([C@@H]([C@H]2OC(C[C@H]21)=O)C)C2=CC=CC=C2)=O